1-(4-(3-(trifluoromethyl)benzyl)pyridin-2-yl)-4,5,6,7-tetrahydro-1H-benzo[d][1,2,3]triazol-4-amine FC(C=1C=C(CC2=CC(=NC=C2)N2N=NC3=C2CCCC3N)C=CC1)(F)F